[Si](C1=CC=CC=C1)(C1=CC=CC=C1)(C(C)(C)C)OCCCCC1CCSC([S+]1O)(C)C 6-{4-[(tert-Butyldiphenylsilyl)oxy]butyl}-2,2-dimethyl-1,3-dithian-1-ium-1-ol